3-((5-(5-(difluoromethyl)-1,3,4-oxadiazol-2-yl)pyridin-2-yl)methoxy)-6-methyl-4,5,6,7-tetrahydroisoxazolo[5,4-c]pyridine (Z)-3-hexenyl-(E)-2-hexenoate C(=C/CCCC)/C(=C/C(=O)O)/CCC.FC(C1=NN=C(O1)C=1C=CC(=NC1)COC1=NOC=2CN(CCC21)C)F